Ethyl 2-(7,8-dimethoxy-4-oxobenzo[4,5]thieno[3,2-d]pyrimidin-3(4H)-yl)propanoate COC1=CC2=C(C=3N=CN(C(C3S2)=O)C(C(=O)OCC)C)C=C1OC